ClC1=C(C=C(OCC(=O)NC23CC(C2)(C3)NC(COC3=CC=C(C=C3)Cl)=O)C=C1)F 2-(4-chloro-3-fluorophenoxy)-N-{3-[2-(4-chlorophenoxy)acetylamino]bicyclo[1.1.1]pentan-1-yl}acetamide